5-(4-aminophenyl)-2-(N,N-bis-tert-butoxycarbonylamino)-1H-imidazole NC1=CC=C(C=C1)C1=CN=C(N1)N(C(=O)OC(C)(C)C)C(=O)OC(C)(C)C